ClC=1C(N(C(=CC1O)C)C1=CC=NC=C1C([2H])([2H])[2H])=O chloro-4-hydroxy-6-methyl-5'-(methyl-d3)-2H-[1,4'-bipyridin]-2-one